tert-butyl tetrahydropyrazine-1(2H)-carboxylate N1(CCNCC1)C(=O)OC(C)(C)C